C[N+]1(CCCC1C2=CN=CC=C2)[O-] nicotine-1'-oxide